N,N-dibenzyl-5-fluoro-2-methoxy-6-(trifluoromethyl)pyridin-3-amine C(C1=CC=CC=C1)N(C=1C(=NC(=C(C1)F)C(F)(F)F)OC)CC1=CC=CC=C1